2-(1-(5-chloro-2-((6-methoxy-2-methyl-1,2,3,4-tetrahydroisoquinolin-7-yl)amino)pyrimidin-4-yl)-5,6-difluoro-1H-indol-3-yl)acetic acid ClC=1C(=NC(=NC1)NC1=C(C=C2CCN(CC2=C1)C)OC)N1C=C(C2=CC(=C(C=C12)F)F)CC(=O)O